ClC=1C=C(C(=O)NC2=C(N=NS2)C(=O)O)C=CC1 5-(3-chlorobenzoylamino)-1,2,3-thiadiazole-4-carboxylic acid